1-((R)-3-(cyanomethyl)piperazin-1-yl)-3-(2,6-dimethylmorpholino)-6-(naphthalen-1-yl)-5,6,7,8-tetrahydro-2,6-naphthyridine-4-carbonitrile Hydrochloride Cl.C(#N)C[C@@H]1CN(CCN1)C1=NC(=C(C=2CN(CCC12)C1=CC=CC2=CC=CC=C12)C#N)N1CC(OC(C1)C)C